[N+](=O)([O-])C1=CC=C2C=NNC(C2=C1)=O 7-Nitrophthalazin-1(2H)-one